C1(=CC=CC=C1)P(=O)(N1C=CC2=CC=CC=C12)C1=CC=CC=C1 N-diphenylphosphinoylindole